BrC1=CN=C2C(=NC(=NN21)Cl)N[C@H]2CCC1=CC=CC=C21 7-bromo-2-chloro-N-[(1S)-2,3-dihydro-1H-inden-1-yl]imidazo[2,1-f][1,2,4]triazin-4-amine